(1r,4r)-N1-(5-chloro-4-(1H-pyrrolo[2,3-b]pyridin-4-yl)pyridin-2-yl)cyclohexane-1,4-diamine ClC=1C(=CC(=NC1)NC1CCC(CC1)N)C1=C2C(=NC=C1)NC=C2